The molecule is an extended flavonoid that is 1,2,6a,11b-tetrahydro-6H-[1]benzofuro[3,2-b]furo[2,3-h]chromene substituted by hydroxy groups at positions 5, 6a and 9, a prenyl group at position 11b, a prop-1-en-2-yl group at position 2 and an oxo group at position 6. It has been isolated from the twigs of Morus nigra. It has a role as a metabolite and a plant metabolite. It is an extended flavonoid, an organic heteropentacyclic compound and a polyphenol. CC(=CC[C@@]12C3=C(C=C(C=C3)O)O[C@@]1(C(=O)C4=C(O2)C5=C(C=C4O)O[C@H](C5)C(=C)C)O)C